C1COOCC1 3,4-dioxane